OC12C(C3=CC=CC=C3C=C1)S2 2-hydroxynaphthalene sulfide